3-trifluoromethyl-4-(4-nitrophenyl)-isocoumarin FC(C=1OC(=O)C2=CC=CC=C2C1C1=CC=C(C=C1)[N+](=O)[O-])(F)F